1-chloro-1,3-dimethyl-1,3-disilacyclobutane Cl[Si]1(C[SiH](C1)C)C